3-(2,3-dihydrobenzo[b][1,4]dioxin-5-yl)phenol O1C2=C(OCC1)C(=CC=C2)C=2C=C(C=CC2)O